tetra-methyl-1,6-hexanedi-amine CC(C(N)(C)C)(CCCCN)C